isobenzofuran-1(3H)-one hydrochloride Cl.C1(OCC2=CC=CC=C12)=O